C(C)C=1C(=C(C=CC1)P(O)(O)=O)C(C1=C(C=C(C=C1C)C)C)=O ethyl-(2,4,6-trimethylbenzoyl)phenylphosphonic acid